C(C=C)C(CO[SiH](OCC)C)(CC=C)CC=C triallyl-methyldiethoxysilane